butyltri-ethoxysilane C(CCC)[Si](OCC)(OCC)OCC